5-oxaspiro[2.4]heptan C1CC12COCC2